N-(4-(tert-butyl)phenyl)dibenzofuran-2-amine C(C)(C)(C)C1=CC=C(C=C1)NC1=CC2=C(OC3=C2C=CC=C3)C=C1